C(=O)(OC(C)(C)C)N1CCN(CCN1)C(=O)OC(C)(C)C 1,4-bis-Boc-1,4,7-triazepan